Cl.NC1CCN(CC1)C(CCOC)=O 1-(4-aminopiperidin-1-yl)-3-methoxypropan-1-one hydrochloride